N-(4-bromo-2,5-difluorophenyl)-5-(3-fluoro-2-methoxyphenyl)-1H-pyrrole-3-sulfonamide BrC1=CC(=C(C=C1F)NS(=O)(=O)C1=CNC(=C1)C1=C(C(=CC=C1)F)OC)F